tert-butyl 3-(6-((5-fluoro-4-(7-isopropyl-3,5-dimethyl-4-oxo-4,5-dihydrothieno[3,2-c]pyridin-2-yl)pyrimidin-2-yl)amino)pyridin-3-yl)pyrrolidine-1-carboxylate FC=1C(=NC(=NC1)NC1=CC=C(C=N1)C1CN(CC1)C(=O)OC(C)(C)C)C1=C(C=2C(N(C=C(C2S1)C(C)C)C)=O)C